1,3,5-tris(4-pyrimidylphenyl)benzene N1=C(N=CC=C1)C1=CC=C(C=C1)C1=CC(=CC(=C1)C1=CC=C(C=C1)C1=NC=CC=N1)C1=CC=C(C=C1)C1=NC=CC=N1